3-amino-N-((R)-7-((3R,4R)-3-amino-4-methoxypyrrolidin-1-yl)-5,8-difluorochroman-3-yl)-6-methylthieno[2,3-b]pyridine-2-carboxamide NC1=C(SC2=NC(=CC=C21)C)C(=O)N[C@H]2COC1=C(C(=CC(=C1C2)F)N2C[C@H]([C@@H](C2)OC)N)F